FC1=C(C=CC(=C1)F)C1=NC=2C(=NC(=CC2)N2CCN(CC2)S(=O)(=O)C)N1C1=CC=NC=C1 1-[2-(2,4-difluorophenyl)-3-(pyridin-4-yl)-3H-imidazo[4,5-b]pyridin-5-yl]-4-methanesulfonylpiperazine